BrC=1C(=NC(=NC1)NC1=C(C=C(C(=C1)C)N1CCC(CC1)N1CCN(CC1)C)Cl)N 5-bromo-N2-(2-chloro-5-methyl-4-(4-(4-methylpiperazin-1-yl)piperidin-1-yl)phenyl)pyrimidine-2,4-diamine